COC=1C=CC=2N(C3=CC=C(C=C3C2C1)OC)C1=CC=C(CP(OCC)([O-])=O)C=C1 Ethyl (4-(3,6-dimethoxy-9H-carbazole-9-yl)benzyl)phosphonate